2-(5-methoxy-naphthalen-1-yl)-N,N-dimethylethan-1-amine COC1=C2C=CC=C(C2=CC=C1)CCN(C)C